CSC1=C(C=CC=C1C(=O)OC)C1=CC=CC=C1 methyl 2-methylsulfanyl-[1,1'-biphenyl]-3-carboxylate